BrC=1C=C(C(=NC1)N1CC(C1)N(C)C)NS(N(C)CC)(=O)=O 1-(5-Bromo-3-{[ethyl(methyl)sulfamoyl]amino}pyridin-2-yl)-N,N-dimethylazetidin-3-amine